CN1C(=CC2=C1N=CN=C2N)C=2CN[C@H](C2)C (S)-7-methyl-6-(5-methyl-2,5-dihydro-1H-pyrrol-3-yl)-7H-pyrrolo[2,3-d]pyrimidin-4-amine